2-2-ethyl-3-fluoro-6-(2-methoxy-4-pyridyl)aniline CCC1=C(N)C(=CC=C1F)C1=CC(=NC=C1)OC